BrC(C(=O)OCC(COC(C(C)(C)Br)=O)(COCC(COC(C(C)(C)Br)=O)(COC(C(C)(C)Br)=O)COC(C(C)(C)Br)=O)COC(C(C)(C)Br)=O)(C)C dipentaerythritol hexa-(alpha-bromoisobutyrate)